(S)-1-(4-Methyl-5-(9-(methylamino)pyrazolo[5,1-a][2,6]naphthyridin-5-yl)pyridin-2-yl)propan-1-ol CC1=CC(=NC=C1C=1N2C(C3=CC(=NC=C3C1)NC)=CC=N2)[C@H](CC)O